BrC1=CC=C2C(=NC(C2=C1)C)OCC 6-bromo-3-ethoxy-1-methyl-1H-isoindole